4-((1-(3-(difluoromethyl)-2-fluorophenyl)ethyl)amino)-2-methylpyridine FC(C=1C(=C(C=CC1)C(C)NC1=CC(=NC=C1)C)F)F